({(2-Methyl-6-{[(1S,2S)-2-(5-methylpyridin-2-yl)cyclopropyl]methoxy}pyrimidin-4-yl)[(5-methyl-1,3,4-thiadiazol-2-yl)methyl]carbamoyl}oxy)methyl ethylbutanoate C(C)C(C(=O)OCOC(N(CC=1SC(=NN1)C)C1=NC(=NC(=C1)OC[C@@H]1[C@H](C1)C1=NC=C(C=C1)C)C)=O)CC